Methyl (S)-3-(2'-(but-3-en-1-yloxy)-6'-methyl-[1,1'-biphenyl]-3-yl)-3-((S)-2-(2-oxo-4-(trifluoromethyl)pyridin-1(2H)-yl)hex-5-enamido)propanoate C(CC=C)OC1=C(C(=CC=C1)C)C1=CC(=CC=C1)[C@H](CC(=O)OC)NC([C@H](CCC=C)N1C(C=C(C=C1)C(F)(F)F)=O)=O